C(#N)C=1C=C(C(=O)N[C@H](C2=NC3=C(N2)C=C(C=C3)[C@@H](C)NC(CC(C(F)(F)F)C(F)(F)F)=O)C3CCC(CC3)(F)F)C=CC1 3-Cyano-N-((S)-(4,4-difluorocyclohexyl)(6-((R)-1-(4,4,4-trifluoro-3-(trifluoromethyl)butanamido)ethyl)-1H-benzo[d]imidazol-2-yl)methyl)benzamide